O1C(CCCC1)N1N=CC=CC1=O 2-(tetrahydro-2H-pyran-2-yl)pyridazin-3(2H)-one